NC1=C(C(=C(C=C1)C=1C(=C2C(=NC1)NCC21CC(CC1)C(=O)O)Cl)F)C(N(C)C)=O 5'-(4-Amino-3-(dimethylcarbamoyl)-2-fluorophenyl)-4'-chloro-1',2'-dihydrospiro[cyclopentane-1,3'-pyrrolo[2,3-b]pyridine]-3-carboxylic acid